FC(OC=1C(=CC(=C(C1)S(=O)(=O)N(C1=NC=NC=C1)CC1=C(C=C(C=C1)OC)OC)F)N[C@@H]1[C@H](C[C@H](CC1)C1=CC(=CC=C1)C(F)(F)F)N(C)C)F 5-(difluoromethoxy)-N-(2,4-dimethoxybenzyl)-4-(((1S,2S,4S)-2-(dimethylamino)-4-(3-(trifluoromethyl)-phenyl)cyclohexyl)amino)-2-fluoro-N-(pyrimidin-4-yl)benzenesulfonamide